5-[(tert-butoxycarbonyl)amino]pentanoic acid C(C)(C)(C)OC(=O)NCCCCC(=O)O